C(C)(C)(C)OC(=O)NCCCCOC1CN(C1)C1=NC2=C(C3=CN=CC=C13)C=CC(=C2)C(=O)OC Methyl 5-(3-(4-((tert-butoxycarbonyl)amino)butoxy)azetidin-1-yl)benzo[c][2,6]naphthyridine-8-carboxylate